(S)-2-((((9H-fluoren-9-yl)methoxy)carbonyl)amino)-3-(4-(pyridin-3-yloxy)phenyl)propanoic acid C1=CC=CC=2C3=CC=CC=C3C(C12)COC(=O)N[C@H](C(=O)O)CC1=CC=C(C=C1)OC=1C=NC=CC1